C(C)(C)(C)OC(=O)N1CC(C1)OC1=CC=C(C=C1)C(=O)OCC 3-(4-(ethoxycarbonyl)phenoxy)azetidine-1-carboxylic acid tert-butyl ester